Methyl 6-(1-(2-hydroxy-2-methylpropyl)-1H-pyrazol-4-yl)-2-pyridinecarboxylate OC(CN1N=CC(=C1)C1=CC=CC(=N1)C(=O)OC)(C)C